FC1=CC=C(C2=CC=CC=C12)\C=C/1\C[C@@H](N(C1)C(=O)OC(C)(C)C)C(=O)OC 1-(tert-butyl) 2-methyl (R,Z)-4-((4-fluoronaphthalen-1-yl)methylene)pyrrolidine-1,2-dicarboxylate